ethyl-5,5-dimethyl-2-[1-methyl-3-(3-pyridinyl)-5-pyrazolylcarbonylamino]-3-hexenoate C(C)OC(C(C=CC(C)(C)C)NC(=O)C1=CC(=NN1C)C=1C=NC=CC1)=O